1-((tert-butyldimethylsilyl)oxy)decan-4-yl (4-nitrophenyl) carbonate C(OC(CCCO[Si](C)(C)C(C)(C)C)CCCCCC)(OC1=CC=C(C=C1)[N+](=O)[O-])=O